Cl.C12CNCC(C(C1)C#N)O2 8-oxa-3-azabicyclo[3.2.1]Octane-6-carbonitrile hydrochloride